tert-butyl 4-(5-(2-fluorophenyl)-7-tosyl-7H-pyrrolo[2,3-d]pyrimidin-4-yl)piperazine-1-carboxylate FC1=C(C=CC=C1)C1=CN(C=2N=CN=C(C21)N2CCN(CC2)C(=O)OC(C)(C)C)S(=O)(=O)C2=CC=C(C)C=C2